C(C)(C)(C)OC(=O)N1CC2(C1)CCC(CC2)OC=2N=NC(=CC2)C(F)(F)F 7-[6-(trifluoromethyl)pyridazin-3-yl]oxy-2-azaspiro[3.5]nonane-2-carboxylic Acid Tert-Butyl Ester